C1(CC1)C1=CC(=NN1)C(=O)N1C[C@H]2C([C@H]2C1)(C1=NOC2(CC2)C1)C (5-cyclopropyl-1H-pyrazol-3-yl)[(1r,5s,6r)-6-methyl-6-(4-oxa-5-azaspiro[2.4]hept-5-en-6-yl)-3-azabicyclo[3.1.0]hex-3-yl]methanone